O=C([C@](O)([C@@](O)([C@](O)([C@](O)(C(O)([2H])[2H])[2H])[2H])[2H])[2H])[2H] glucose-d7